4-[2-[[(R)-[(3S)-7-(1-methylpyrazol-4-yl)-2,3-dihydro-1H-pyrido[2,3-b][1,4]oxazin-3-yl]-phenyl-methyl]amino]ethyl]benzonitrile CN1N=CC(=C1)C1=CC2=C(O[C@@H](CN2)[C@@H](C2=CC=CC=C2)NCCC2=CC=C(C#N)C=C2)N=C1